ClC=1C(=NC=C(C1)C(F)(F)F)C(=O)NC(NC1=C(C=C(C=C1C)Cl)C(C)C)=S 3-chloro-N-((4-chloro-2-(isopropyl)-6-methylphenyl)thiocarbamoyl)-5-(trifluoromethyl)picolinamide